(3R,5'S)-5-bromo-5'-(hydroxymethyl)spiro[indoline-3,3'-pyrrolidin]-2-one 2,2,2-trifluoroacetate FC(C(=O)O)(F)F.BrC=1C=C2C(=CC1)NC([C@@]21CN[C@@H](C1)CO)=O